C(C)(C)(C)[N-]C=C N-t-butyl-vinyl-amide